(9Cis)-Retinal CC1=C(C(CCC1)(C)C)/C=C/C(=C\C=C\C(=C\C=O)\C)/C